OC(C#N)(C1=CC=CC=C1)C1=CC=CC=C1 2-Hydroxy-2,2-diphenylacetonitrile